NC=1SC=C(N1)/C(/C(=O)O)=N/OC 2-(2-aminothiazole-4-yl)-2-[(Z)-methoxyimino]acetic acid